hypobromite Br[O-]